(S)-6-([1,1'-biphenyl]-4-ylmethyl)-5-(4-hydroxy-4-methylisoxazolidine-2-carbonyl)-1-isobutyl-3-methyl-1,6-dihydro-2H-pyrrolo[3,4-d]Pyrimidine-2,4(3H)-dione C1(=CC=C(C=C1)CN1C=C2N(C(N(C(C2=C1C(=O)N1OC[C@@](C1)(C)O)=O)C)=O)CC(C)C)C1=CC=CC=C1